FC1(CN(CC[C@H]1NC1=NN2C(C(=N1)OC)=C(C=C2)C=2C=CC1=C(N(C=N1)CC(F)F)C2)C([2H])([2H])[2H])F (R)-N-(3,3-difluoro-1-(methyl-d3)piperidin-4-yl)-5-(1-(2,2-difluoroethyl)-1H-benzo[d]imidazol-6-yl)-4-methoxypyrrolo[2,1-f][1,2,4]triazin-2-amine